5-[2-(2,4-difluoroanilino)-5-ethylsulfonylphenyl]-1,3-dimethylpyridin-2-one FC1=C(NC2=C(C=C(C=C2)S(=O)(=O)CC)C=2C=C(C(N(C2)C)=O)C)C=CC(=C1)F